C1(=CC=CC=C1)N1C[C@H](N(CC1)C(=O)OC(C)(C)C)C(=O)OC 1-(tert-butyl) 2-methyl (S)-4-phenylpiperazine-1,2-dicarboxylate